C(=C)C1(OC(CC1)C(=C)C)C 2-vinyl-2-methyl-5-(1-methylvinyl)tetrahydrofuran